N-ethyl-5-fluoro-N-isopropyl-2-{7-[(3R)-1-{[(1r,4r)-4-aminocyclohexyl]methyl}pyrrolidin-3-yl]imidazo[1,5-a]pyridin-5-yl}benzamide C(C)N(C(C1=C(C=CC(=C1)F)C1=CC(=CC=2N1C=NC2)[C@@H]2CN(CC2)CC2CCC(CC2)N)=O)C(C)C